1,3-bis(4-isopropoxybutyl)imidazolium [(2Z)-2',3-dioxo-1,3-dihydro-2,3'-biindol-1'(2'H)-yl]methyl-acetate O=C\1N(C2=CC=CC=C2/C1=C\1/NC2=CC=CC=C2C1=O)COC(C)=O.C(C)(C)OCCCCN1C=[N+](C=C1)CCCCOC(C)C